C(C)(C)(C)O[C@H]1[C@@H](C[C@H]2N(CCC3=CC(=C(C=C23)OC)OCCCOC)C1)O (2R,3R,11bR)-3-(tert-butoxy)-10-methoxy-9-(3-methoxypropoxy)-1,3,4,6,7,11b-hexahydro-2H-pyrido[2,1-a]isoquinolin-2-ol